C(C)(C)(C)OC(=O)N1CCC(CC1)(F)C=1C=C2CN(C(C2=CC1)=O)C1C(NC(CC1)=O)=O.C(C1=CC=BC=C1)N1CC=C(C2=CC=CC=C12)C1=CC=C(C=C1)N(C1=CC=CC=C1)C1=CC=CC=C1 1-(4-borabenzyl)-4-(4-(diphenylamino)phenyl)quinoline tert-butyl-4-(2-(2,6-dioxopiperidin-3-yl)-1-oxoisoindolin-5-yl)-4-fluoropiperidine-1-carboxylate